(S)-N-((1S,9S)-4-chloro-9-ethyl-5-fluoro-9-hydroxy-10,13-dioxo-2,3,9,10,13,15-hexahydro-1H,12H-benzo[de]pyrano[3',4':6,7]indolizino[1,2-b]quinolin-1-yl)-2-hydroxypropyl-amine ClC1=C2C=3C(=C4C(=NC3C=C1F)C1=CC3=C(C(N1C4)=O)COC([C@]3(O)CC)=O)[C@H](CC2)NC[C@H](C)O